3-(4-((11-((R)-3-(4-amino-3-(4-phenoxyphenyl)-1H-pyrazolo[3,4-d]pyrimidin-1-yl)piperidin-1-yl)undecyl)thio)-1-oxoisoindoline-2-yl)piperidine-2,6-dione NC1=C2C(=NC=N1)N(N=C2C2=CC=C(C=C2)OC2=CC=CC=C2)[C@H]2CN(CCC2)CCCCCCCCCCCSC2=C1CN(C(C1=CC=C2)=O)C2C(NC(CC2)=O)=O